Sodium diethyldithiocarbamate C(C)N(C([S-])=S)CC.[Na+]